C(CCCCCCCCCCCCCCCCCCCCCCC)(=O)OCCCCCCCCCCCCCCCCCCC nonadecyl lignocerate